tert-Butyl 2-(5-(((trifluoromethyl)sulfonyl)oxy)-2,3-dihydro-1H-inden-4-yl)acetate FC(S(=O)(=O)OC=1C(=C2CCCC2=CC1)CC(=O)OC(C)(C)C)(F)F